COC1=NC=C(C2=CC=CC=C12)[C@@H](C)N[S@@](=O)C(C)(C)C (S)-N-((R)-1-(1-methoxyisoquinolin-4-yl)ethyl)-2-methylpropan-2-sulfinamide